CN1N=CC2=CC=C(C=C12)S(=O)(=O)NC1(COC1)C 1-methyl-N-(3-methyl-oxetan-3-yl)-1H-indazole-6-sulfonamide